[C@@H]1([C@H](O)[C@H](O)[C@H](O1)CO)N1C=C(C(=O)O)CC=C1 (1-β-D-ribofuranosyl)-1,4-dihydronicotinic acid